2-(3-aminophenyl)ethylamine NC=1C=C(C=CC1)CCN